[2-(2-oxa-6-azaspiro[3.3]hept-6-yl)pyrimidin-5-yl]methanone C1OCC12CN(C2)C2=NC=C(C=N2)C=O